CN1N=CC(=C1)CCOC1=NC(=CC(=N1)N1CCOCC1)N1N=C(C=C1)C1=CC=NC=C1 4-(2-(2-(1-methyl-1H-pyrazol-4-yl)ethoxy)-6-(3-(pyridin-4-yl)-1H-pyrazol-1-yl)pyrimidin-4-yl)morpholine